N1=CC(=CC=C1)C1(CCNCC1)C#N 4-(pyridin-3-yl)piperidine-4-carbonitrile